N-(4-((3-((2-((1-(3-(2,5-dioxo-2,5-dihydro-1H-pyrrol-1-yl)propyl)-2,5-dioxopyrrolidin-3-yl)thio)ethyl)amino)-3-oxopropyl)disulfanyl)-2-oxobutyl)-N-methyl-L-alaninate O=C1N(C(C=C1)=O)CCCN1C(C(CC1=O)SCCNC(CCSSCCC(CN([C@@H](C)C(=O)[O-])C)=O)=O)=O